FC(=C(F)F)C1(C(=C(C1(F)F)F)F)F 3-(trifluorovinyl)pentafluorocyclobutene